O=C1NC(CCC1N1C(N(C2=C1C=CC(=C2)CCCC=O)C)=O)=O 4-[1-(2,6-dioxopiperidin-3-yl)-3-methyl-2-oxo-2,3-dihydro-1H-1,3-benzodiazol-5-yl]butanal